1,3-dimethyl-quinoline-3-carboxamide CN1CC(CC2=CC=CC=C12)(C(=O)N)C